amino-7-deazaadenosine N[C@@]1([C@H](O)[C@H](O)[C@@H](CO)O1)N1C=CC=2C(N)=NC=NC12